FC(CN1N=CC=2C1=NC(=CN2)N2C[C@@H]1[C@@H](CC2)CN(C1)C1=NC=C(C=C1)C(F)(F)F)F 1-(2,2-difluoroethyl)-6-((3aS,7aR)-2-(5-(trifluoromethyl)pyridin-2-yl)octahydro-5H-pyrrolo[3,4-c]pyridin-5-yl)-1H-pyrazolo[3,4-b]pyrazine